(1S,2S)-2-(4-((4-chloro-1H-imidazol-1-yl)methyl)-2-fluorophenyl)cyclopropane-1-carboxylic acid ClC=1N=CN(C1)CC1=CC(=C(C=C1)[C@@H]1[C@H](C1)C(=O)O)F